OC1=C(C=CC(=C1)C(F)(F)F)C1=C(C(=C(N=N1)N[C@H]1CN(CCC1)CC(=O)OC(C)(C)C)C)C tert-butyl (R)-2-(3-((6-(2-hydroxy-4-(trifluoromethyl)phenyl)-4,5-dimethylpyridazin-3-yl)amino)piperidin-1-yl)acetate